(1S,2r)-2-((S)-5-chloro-8-((5-methylthiazol-4-yl)methoxy)-1-((6-oxo-5-azaspiro[2.4]hept-5-yl)methyl)-1,2,3,4-tetrahydroisoquinoline-2-carbonyl)-1-methylcyclohexane-1-carboxylic acid ClC1=C2CCN([C@@H](C2=C(C=C1)OCC=1N=CSC1C)CN1CC2(CC2)CC1=O)C(=O)[C@H]1[C@](CCCC1)(C(=O)O)C